(S)-3-Cyano-pyrrolidine-1-carboxylic acid [4-methoxy-7-(tetrahydropyran-4-yl)-thiazolo[4,5-c]pyridin-2-yl]-amide COC1=NC=C(C2=C1N=C(S2)NC(=O)N2C[C@H](CC2)C#N)C2CCOCC2